(1S,2R)-2-((S)-8-(benzo[d]isoxazol-3-ylmethoxy)-5-chloro-1-((2-oxopyrrolidin-1-yl)methyl)-1,2,3,4-tetrahydro-isoquinoline-2-carbonyl)-1-methylcyclohexane-1-carboxylic acid O1N=C(C2=C1C=CC=C2)COC=2C=CC(=C1CCN([C@@H](C21)CN2C(CCC2)=O)C(=O)[C@H]2[C@](CCCC2)(C(=O)O)C)Cl